C(CCNC([C@H](O)C(C)(C)CO)=O)(=O)O.C(CCNC([C@H](O)C(C)(C)CO)=O)(=O)O pantothenic acid (pantothenate)